3-(2-hydroxy-2-methylpropyl)urea OC(CNC(N)=O)(C)C